FC([C@@H]1CC[C@H](CC1)N1CC(CC2=CC=CC=C12)CNC(C=C)=O)(F)F trans-N-((1-(4-(trifluoromethyl)cyclohexyl)-1,2,3,4-tetrahydroquinolin-3-yl)methyl)acrylamide